C(CCCCCCCCCCCCCCCCC)[NH-] Stearylamid